2-((S)-1-acryloyl-4-(7-(8-chloronaphthalen-1-yl)-2-(((2R,7aS)-2-fluorotetrahydro-1H-pyrrolizin-7a(5H)-yl)methoxy)-1,5-naphthyridin-4-yl)piperazin-2-yl)acetonitrile C(C=C)(=O)N1[C@H](CN(CC1)C1=CC(=NC2=CC(=CN=C12)C1=CC=CC2=CC=CC(=C12)Cl)OC[C@]12CCCN2C[C@@H](C1)F)CC#N